N(=[N+]=[N-])C1=C(N=NC(=C1C)Cl)N[C@H]1CN(CCC1)CC (R)-4-azido-6-chloro-N-(1-ethylpiperidin-3-yl)-5-methylpyridazin-3-amine